2-amino-1-(4-methyl-1,2,5-thiadiazol-3-yl)ethan-1-one hydrogen chloride Cl.NCC(=O)C1=NSN=C1C